CN1C(C(CCC1=O)N1C(C2=CC=CC(=C2C1)C#CCCCNC(OC(C)(C)C)=O)=O)=O tert-butyl N-{5-[2-(1-methyl-2,6-dioxopiperidin-3-yl)-1-oxo-3H-isoindol-4-yl]pent-4-yn-1-yl}carbamate